C1(=CC=CC=C1)CS(=O)(=O)NC1=CC=C(C=C1)NC(OCC1=CC=C(C=C1)Cl)=O 4-chlorobenzyl (4-((phenylmethyl)sulfonamido)phenyl)carbamate